N-methyl-2-(2-(3-(3-nitrophenyl)oxetan-3-yl)acetyl)hydrazine-1-carbothioamide CNC(=S)NNC(CC1(COC1)C1=CC(=CC=C1)[N+](=O)[O-])=O